1,4-bis(4-amino-2-trifluoromethylphenoxy)benzene NC1=CC(=C(OC2=CC=C(C=C2)OC2=C(C=C(C=C2)N)C(F)(F)F)C=C1)C(F)(F)F